methyl 2-(4-((tert-butoxycarbonyl)amino)pyridin-2-yl)-2-methylpropanoate C(C)(C)(C)OC(=O)NC1=CC(=NC=C1)C(C(=O)OC)(C)C